NC1=NC=CC(=C1N)C=1C=NN(C1)C1=CC=C(C=N1)C(C(F)(F)F)(O)C1CCN(CC1)C(C)=O 1-(4-(1-(6-(4-(2,3-diaminopyridin-4-yl)-1H-pyrazol-1-yl)pyridin-3-yl)-2,2,2-trifluoro-1-hydroxyethyl)piperidin-1-yl)ethanone